OB1OCC2=NC=C(C=C21)NCC(=O)[O-] (1-hydroxy-1,3-dihydro-[1,2]oxaborolo[4,3-b]pyridin-6-yl)glycinate